COC1=C(OC2=CC=CC(=N2)S(=O)(=O)NC(=O)C=2C(=NC=CC2)N2C(CC(C2)C)(C)C)C=CC=C1 N-[[6-(2-Methoxyphenoxy)-2-pyridyl]sulfonyl]-2-(2,2,4-trimethylpyrrolidin-1-yl)pyridin-3-carboxamid